ON(C=1C=2N=CN([C@H]3[C@H](O)[C@H](O)[C@@H](CO)O3)C2N=CN1)C(NC([C@@H](N)C(C)C)=O)=O N6-hydroxy-N-valylcarbamoyladenosine